COC(C1=CC=C(C=C1)CC1=NC2=C(N1)C=CC=C2Br)=O 4-((4-bromo-1H-benzo[d]imidazol-2-yl)methyl)benzoic acid methyl ester